BrC1=NC=C(C=C1)OC 2-bromo-5-methoxy-pyridine